C(C=C)(=O)OCCC1CCCCC1 3-Cyclohexylethyl Acrylate